C(=O)C=1C=C(C(=O)O)C=CC1C=O 3,4-diformyl-benzoic acid